nonadecyl undecanoate C(CCCCCCCCCC)(=O)OCCCCCCCCCCCCCCCCCCC